CN(C(=O)CNC(=O)C1=NC=C(C=C1O)C1=CC(=CC=C1)Cl)C 5-(3-Chlorophenyl)-3-hydroxy-pyridine-2-carboxylic acid dimethylcarbamoylmethylamide